1-(3-bromo-4-pyridyl)-N,N-dimethyl-azetidin-3-amine BrC=1C=NC=CC1N1CC(C1)N(C)C